C1(=CC=CC2=CC=CC=C12)N1C2=CC=CC=C2SC=2C=CC=CC12 10-naphthylphenothiazine